[N+](=O)([O-])C1=CC=C(O1)C=NO N-[(5-nitrofuran-2-yl)methylidene]hydroxylamine